COC1=C(C=CC(=C1)O[C@@H]1CNCC1)[C@H]1N([C@@H](CC2=C3C(=CC=C12)NC(O3)=O)C)CC(F)(F)F (6S,8R)-6-(2-methoxy-4-((S)-pyrrolidin-3-yloxy)phenyl)-8-methyl-7-(2,2,2-Trifluoroethyl)-6,7,8,9-tetrahydrooxazolo[5,4-f]isoquinolin-2(3H)-one